ClC=1C=C2C=3C=CC(=CC3NC2=CC1)C=1C=NN(C1)C 6-chloro-2-(1-methyl-1H-pyrazol-4-yl)-9H-carbazole